NC1=C2N=CN(C2=NC=N1)C[C@@H](C)OCP(OCCCSCCCCCCCCCCCCC#C[Si](C)(C)C)(O)=O 3-((14-(trimethylsilyl)tetradec-13-yn-1-yl)thio)propyl hydrogen ((((R)-1-(6-amino-9H-purin-9-yl)propan-2-yl)oxy)methyl)phosphonate